4-(1-tosyl-1H-pyrrolo[2,3-c]pyridin-4-yl)benzonitrile S(=O)(=O)(C1=CC=C(C)C=C1)N1C=CC=2C1=CN=CC2C2=CC=C(C#N)C=C2